(4R)-4-[(1R,3aS,3bR,7S,9aS,9bS,11aR)-7-hydroxy-9a,11a-dimethyl-hexadecahydro-1H-cyclopenta[a]phenanthren-1-yl]-N,N,2-trimethylpentanamide O[C@H]1CC[C@@]2([C@H]3CC[C@]4([C@H]([C@@H]3CCC2C1)CC[C@@H]4[C@@H](CC(C(=O)N(C)C)C)C)C)C